2-hydroxy-1-{4-[4-(2-hydroxy-2-methylpropoyl)benzyl]phenyl}-2-methylpropane-1-one OC(C(=O)C1=CC=C(C=C1)CC1=CC=C(C=C1)C(C(C)(C)O)=O)(C)C